N-(1-CYANO-PYRROLIDIN-3-YL)-5-(3-(TRIFLUOROMETHYL)PHENYL)OXAZOLE-2-CARBOXAMID C(#N)N1CC(CC1)NC(=O)C=1OC(=CN1)C1=CC(=CC=C1)C(F)(F)F